C1(CCCC1)C1=CC=C2C=NC(=NN21)N[C@H]2[C@@H](CN(CC2)S(=O)(=O)C)O (3r,4r)-4-({7-cyclopentylpyrrolo[2,1-f][1,2,4]triazin-2-yl}amino)-1-methanesulfonylpiperidin-3-ol